CC1=C(OC2=C(C=C(C=C2C1=O)C)[C@@H](C)NC1=CC=C(C(=C1C#N)F)F)C1=CC2=CN(N=C2C=C1)C 6-[[(1R)-1-[3,6-Dimethyl-2-(2-methylindazol-5-yl)-4-oxo-chromen-8-yl]ethyl]amino]-2,3-difluoro-benzonitrile